5-(benzyloxy)-2-cyclopentylbenzofuran-3-carboxylic acid C(C1=CC=CC=C1)OC=1C=CC2=C(C(=C(O2)C2CCCC2)C(=O)O)C1